(2R,4S)-N-((2S)-1-((2-amino-6,7-dihydro-5H-cyclopenta[d]pyrimidin-5-yl)amino)-1-oxopropan-2-yl)-4-(4-fluorobenzyl)pyrrolidine-2-carboxamide NC=1N=CC2=C(N1)CCC2NC([C@H](C)NC(=O)[C@@H]2NC[C@H](C2)CC2=CC=C(C=C2)F)=O